2-[[5-(4-chloro-2-fluoro-phenyl)-3-methyl-triazol-4-yl]methyl]-5-[3-(cyclopropyl-methoxy)azetidin-1-yl]pyridazin-3-one ClC1=CC(=C(C=C1)C1=C(N(N=N1)C)CN1N=CC(=CC1=O)N1CC(C1)OCC1CC1)F